tetrahydro-1H-pyrrolizine-7a(5H)-methanol C1CCN2CCCC12CO